(S)-3-methyl-6-(5-(1-methyl-1H-pyrazol-4-yl)-4-oxa-7-azaspiro[2.5]oct-7-yl)-2-(trifluoromethyl)-8-(2,4,5-trifluorophenyl)pyrimido[5,4-d]pyrimidin-4(3H)-one CN1C(=NC2=C(C1=O)N=C(N=C2C2=C(C=C(C(=C2)F)F)F)N2C[C@@H](OC1(CC1)C2)C=2C=NN(C2)C)C(F)(F)F